FC=1C=C(OCC2N(C3CC(C2C)C3)C(=O)C3=NC(=CC=C3N3N=CC=N3)C)C=CC1F trans-3-[(3,4-Difluorophenoxy)methyl]-4-methyl-2-[6-methyl-3-(2H-1,2,3-triazol-2-yl)pyridin-2-carbonyl]-2-azabicyclo[3.1.1]heptan